N-(3-(dimethylamino)cyclobutyl)-2-(4-(methylcarbamoyl)phenyl)benzo[d]imidazo[2,1-b]thiazole-7-carboxamide CN(C1CC(C1)NC(=O)C1=CC2=C(N3C(S2)=NC(=C3)C3=CC=C(C=C3)C(NC)=O)C=C1)C